benzyl (3aR,7aS)-tetrahydro-[1,3,2]dioxathiolo[4,5-c]pyridine-5(4H)-carboxylate 2,2-dioxide O1S(O[C@@H]2CN(CC[C@@H]21)C(=O)OCC2=CC=CC=C2)(=O)=O